2-[1H-benzimidazol-2-yl-(5-fluoro-2-methoxy-phenyl)methyl]-7-fluoro-6-[4-(1-methyl-4-piperidinyl)phenyl]indazole N1C(=NC2=C1C=CC=C2)C(N2N=C1C(=C(C=CC1=C2)C2=CC=C(C=C2)C2CCN(CC2)C)F)C2=C(C=CC(=C2)F)OC